N1CC2(C=3C1=NC=C(C3)C=3C=C1[C@@](C(NC1=CC3)=O)(O)CC)CC2 (S)-5-(1',2'-dihydrospiro[cyclopropane-1,3'-pyrrolo[2,3-b]pyridin]-5'-yl)-3-ethyl-3-hydroxyindolin-2-one